BrC1=C2C=NN(C2=C(C(=C1Cl)F)C(C)O)C1OCCCC1 1-(4-bromo-5-chloro-6-fluoro-1-(tetrahydro-2H-pyran-2-yl)-1H-indazol-7-yl)ethan-1-ol